OC=1C=C2CCCC(C2=CC1)=O 6-hydroxytetralin-1-one